chromamethyl-acrylate [Cr]OC(C=C)=O